FC(C1=NC(=NO1)C=1C=C2CC[C@H](C2=CC1)NC(COC)=O)F (R)-N-(5-(5-(difluoromethyl)-1,2,4-oxadiazol-3-yl)-2,3-dihydro-1H-inden-1-yl)-2-methoxyacetamide